COC1=C(N)C=CC(=C1C)C 2-METHOXY-3,4-DIMETHYLANILINE